C(C)OC(=O)C=1N=C(OC1C1=C(C=CC=C1)[N+](=O)[O-])C1=CC=C(C=C1)[N+](=O)[O-] 5-(2-nitrophenyl)-2-(4-nitrophenyl)Oxazole-4-carboxylic acid ethyl ester